1-(4-(4-((6-((1-acryloylpiperidin-4-yl)amino)-7-methoxyquinazolin-4-yl)amino)-3-fluorophenoxy)pyridin-2-yl)piperidine-3-carbonitrile C(C=C)(=O)N1CCC(CC1)NC=1C=C2C(=NC=NC2=CC1OC)NC1=C(C=C(OC2=CC(=NC=C2)N2CC(CCC2)C#N)C=C1)F